C(C)(C)(C)OC(=O)N1C(=CC(=C1)N=[N+]=[N-])C(NC1=CC(=C(C=C1)Cl)C(F)(F)F)=O (2S,4R)-4-azido-2-((4-chloro-3-(trifluoromethyl)phenyl)carbamoyl)pyrrole-1-carboxylic acid tert-butyl ester